C(CCC)OCCCCCCNC1=NC=NC2=CC=CC=C12 N-(6-Butoxyhexyl)quinazolin-4-amine